ClC=1C(=CC2=C([C@@H]([C@](O2)(C2=CC=CC=C2)C=O)C)C1C1=C(C#N)C=CC(=C1F)OC)F 2-((2S,3S,4R)-5-chloro-6-fluoro-2-formyl-3-methyl-2-phenyl-2,3-dihydrobenzofuran-4-yl)-3-fluoro-4-methoxybenzonitrile